COC(C1CCN(CC1)C1=CC=C2CN(C(C2=C1)=O)N1C(CCCC1=O)=O)OC [6-[4-(dimethoxymethyl)-1-piperidinyl]-1-oxo-isoindolin-2-yl]piperidine-2,6-dione